C1(CCC1)C=1C(=NN(C1C1=CC=C(C=C1)OC(F)(F)F)C)NC(=O)C1CC(C1)(F)F N-(4-cyclobutyl-1-methyl-5-(4-(trifluoromethoxy)phenyl)-1H-pyrazol-3-yl)-3,3-difluorocyclobutane-1-carboxamide